FC(C(=O)[O-])(F)F.C(CCCCC)C(CCCCCCCCCCCCCP)(CCCCCC)CCCCCC.[NH4+] ammonium trihexyltetradecylphosphine trifluoroacetate